C(CC)C1CCC(CC1)C1CCC(CC1)C1=CC(=C(C(=C1)F)F)F trans-4'-propyl-4-(3,4,5-trifluorophenyl)bicyclohexane